C(C)(=O)NCCN(CC[C@@H](C(=O)O)NC1=NC=CC(=C1)C1=CC=CC=C1)CCCCC1=NC=2NCCCC2C=C1 (S)-4-((2-acetamidoethyl)(4-(5,6,7,8-tetrahydro-1,8-naphthyridin-2-yl)butyl)amino)-2-((4-phenylpyridin-2-yl)amino)butanoic acid